4-(4-fluorophenyl)thiazol-5-carbonitrile FC1=CC=C(C=C1)C=1N=CSC1C#N